2-(((butylthio)carboxythio)thio)propionic acid C(CCC)SOC(=O)SSC(C(=O)O)C